C1(CC1)CO[C@H](C(=O)OC)C(C)(C)C (S)-methyl 2-(cyclopropylmethoxy)-3,3-dimethylbutyrate